ClC=1C(=NC(=NC1)C1CC(C1)[C@@H]1CN(CCC1)C1CC(C1)(C(=O)O)C)NC(C)C1=C(C=C(C=C1)Cl)F 3-[(3R)-3-[3-[5-chloro-4-[1-(4-chloro-2-fluorophenyl)ethylamino]pyrimidin-2-yl]cyclobutyl]-1-piperidyl]-1-methyl-cyclobutanecarboxylic acid